F[C@@H]1CN(CC1)C1=NC=CC(=C1C1=NN=NN1)C1=CC=CC=C1 (S)-2-(3-fluoropyrrolidin-1-yl)-4-phenyl-3-(1H-tetrazol-5-yl)pyridine